BrC=1C=CC(=C(C1)\C=N\[S@@](=O)C(C)(C)C)OC (NE,S)-N-[(5-Bromo-2-methoxy-phenyl)methylene]-2-methyl-propane-2-sulfinamide